tert-butyl 6-[(4,4-difluorocyclohexyl)methyl]-3,6-diazabicyclo[3.1.1]heptane-3-carboxylate FC1(CCC(CC1)CN1C2CN(CC1C2)C(=O)OC(C)(C)C)F